BrC1=CC2=C(C=3N(C(N2CC2=CC=C(C=C2)Cl)=O)CC(N3)C(C)C)N=C1 8-bromo-6-(4'-chlorobenzyl)-2-isopropyl-2,6-dihydroimidazo[1,2-c]pyrido[2,3-e]pyrimidin-5(3H)-one